6-((1R,6R)-6-aminocyclohex-3-en-1-yl)-2-chloro-7-methyl-N-(pyridin-4-ylmethyl)thieno[3,2-d]pyrimidin-4-amine N[C@@H]1CC=CC[C@H]1C1=C(C=2N=C(N=C(C2S1)NCC1=CC=NC=C1)Cl)C